1-methyl-4-((R)-3-((methyl((S)-5,6,7,8-tetrahydroquinolin-8-yl)amino)methyl)-1,2,3,4-tetrahydroisoquinolin-5-yl)piperazin-2-one CN1C(CN(CC1)C1=C2C[C@@H](NCC2=CC=C1)CN([C@H]1CCCC=2C=CC=NC12)C)=O